dimethylvinylsulfone CC(=CS(=O)(=O)C=C(C)C)C